C(C)(=O)OOC1[C@H](CC[C@@H](C1)C(C)C)C (((2S,5S)-5-isopropyl-2-methylcyclohexyl) oxy) acetate